FC1([C@H]2C[C@@H](C[C@@H](C1)N2)N(C=2N=CC(=NC2)C2=C(C=C(C(=C2)F)C2=CN=NC(=C2)OC)O)C)F 2-(5-(((1S,3R,5R)-6,6-difluoro-8-azabicyclo[3.2.1]octan-3-yl)(methyl)amino)pyrazin-2-yl)-4-fluoro-5-(6-methoxypyridazin-4-yl)phenol